C[Si](N([Si](C)(C)C)CC[Si](OCC)(OCC)OCC)(C)C N,N-bis(trimethylsilyl)aminoethyltriethoxysilane